CC1=NOC(=C1B(O)O)C 3,5-dimethylisoOxazole-4-boronic acid